methyl ((1-((2-(3,5-dichlorophenyl)-6-((2-(4-methylpiperazin-1-yl)pyrimidin-5-yl)oxy)pyridin-4-yl)methyl)piperidin-4-yl)methyl)carbamate ClC=1C=C(C=C(C1)Cl)C1=NC(=CC(=C1)CN1CCC(CC1)CNC(OC)=O)OC=1C=NC(=NC1)N1CCN(CC1)C